C(C)C1=C(C(=O)NCCCNC([C@@H](C)NC(C(F)(F)F)=O)=O)C=CC(=C1)NC=1C=2N(C=CN1)C(=CN2)C=2C(=NNC2)C(F)(F)F (R)-2-ethyl-N-(3-(2-(2,2,2-trifluoroacetamido)propanamido)propyl)-4-((3-(3-(trifluoromethyl)-1H-pyrazol-4-yl)imidazo[1,2-a]pyrazin-8-yl)amino)benzamide